(R)-2-amino-3-(4-ethyl-3-fluorobenzamido)propanoic acid N[C@@H](C(=O)O)CNC(C1=CC(=C(C=C1)CC)F)=O